O=C(NCC)CNCCCCCNC(CCCCCNC(CNCC(NCCCCCC(=O)[O-])=O)=O)=O 4,13,20,24-tetraoxo-3,6,12,19,22,25-hexaazahentriacontan-31-oate